C(C=C)(=O)NC=1C(=CC(=C(C1)NC1=NC=C(C(=N1)N1CC(C2=CC=CC=C12)(C)C)C(=O)OC(C)C)OC)N1[C@H](C[C@@H](C1)F)CN(C)C isopropyl 2-((5-acrylamido-4-((2R,4S)-2-((di-methylamino)methyl)-4-fluoro-pyrrolidin-1-yl)-2-methoxy-phenyl)amino)-4-(3,3-dimethyl-indolin-1-yl)pyrimidine-5-carboxylate